C(CCCCCCCCC)N(C(CCCCCCCCC)=O)CCCCCCCCN(CC1CC(C1)O)CCCCCCCC(=O)N(CCCCCCCCCC)CCCCCCCCCC N-DECYL-N-(8-((8-(DIDECYLAMINO)-8-OXOOCTYL)(((1S,3S)-3-HYDROXYCYCLOBUTYL)METHYL)AMINO)OCTYL)DECANAMIDE